ClC=1C(=NN(C1)CC)COC1=CC=CC(=N1)C1=CC(=C(CC2=NC3=C(N2C[C@H]2OCC2)C=C(C=C3)C(=O)O)C=C1F)F (S)-2-(4-(6-((4-chloro-1-ethyl-1H-pyrazol-3-yl)methoxy)pyridin-2-yl)-2,5-difluorobenzyl)-1-(oxetan-2-ylmethyl)-1H-benzo[d]imidazole-6-carboxylic acid